C12CN(CC2C1)CC1=CC(=NC(=C1)C1CC1)C(=O)O 4-{3-azabicyclo[3.1.0]hexan-3-ylmethyl}-6-cyclopropylpyridine-2-carboxylic acid